O=C1OC(C2=CC=CC=C12)CC(=O)O 2-(3-oxo-1,3-dihydroisobenzofuran-1-yl)acetic acid